C(CCCCC)N Hexanamin